1-(4-chlorophenyl)-N-[2-(1H-imidazol-4-yl)ethyl]-5-oxo-3-pyrrolidinecarboxamide ClC1=CC=C(C=C1)N1CC(CC1=O)C(=O)NCCC=1N=CNC1